O=C1CC[C@H](N1)COC=1C=CC=C2C=C(C=3N(C12)C=CN3)C(=O)N (S)-9-((5-oxopyrrolidin-2-yl)methoxy)imidazo[1,2-a]quinoline-4-carboxamide